FC1=C(C(=O)NC)C=C(C(=C1)C=1N=NC(=CC1)N(C)[C@H]1[C@H]([C@@H]2CC[C@H](C1)N2C)F)O 2-fluoro-4-(6-(((1S,2S,3R,5R)-2-fluoro-8-methyl-8-azabicyclo[3.2.1]octan-3-yl)(methyl)amino)pyridazin-3-yl)-5-hydroxy-N-methylbenzamide